NC=1C=C2C(N(C=NC2=CC1)CCOC)=O 6-amino-3-(2-methoxyethyl)quinazolin-4(3H)-one